BrC=1C=CC2=C(C(=N[C@H](C=3N2C(=NN3)SCCCN3CCN(CC3)CCO)CCC(=O)OC)C3=C(C=CC=C3)F)C1 methyl (S)-3-(8-bromo-6-(2-fluorophenyl)-1-((3-(4-(2-hydroxyethyl)piperazin-1-yl)propyl)thio)-4H-benzo[f][1,2,4]triazolo[4,3-a][1,4]diazepin-4-yl)propionate